N-(Oxazol-2-yl)-2-((4-oxo-3-phenethyl-3,4-dihydropteridin-2-yl)thio)acetamide O1C(=NC=C1)NC(CSC1=NC2=NC=CN=C2C(N1CCC1=CC=CC=C1)=O)=O